1-(cyclopropylmethyl)-1-((1-methoxyisoquinolin-4-yl)methyl)urea C1(CC1)CN(C(=O)N)CC1=CN=C(C2=CC=CC=C12)OC